(1r,2S,5S)-3-((S)-2-acetamido-3,3-dimethylbutyryl)-N-(cyano(5-(methylcarbamoyl)pyridin-3-yl)methyl)-6,6-dimethyl-3-azabicyclo[3.1.0]hexane-2-carboxamide C(C)(=O)N[C@H](C(=O)N1[C@@H]([C@H]2C([C@H]2C1)(C)C)C(=O)NC(C=1C=NC=C(C1)C(NC)=O)C#N)C(C)(C)C